2-naphthalinethiolat C1=C(C=CC2=CC=CC=C12)[S-]